2-((4-chlorobenzyl)thio)-1-(4-(5-(chlorodifluoromethyl)-1,2,4-oxadiazol-3-yl)phenyl)ethan-1-one ClC1=CC=C(CSCC(=O)C2=CC=C(C=C2)C2=NOC(=N2)C(F)(F)Cl)C=C1